FC(C(=O)N=C=O)(C(C(F)(F)F)(F)F)F perfluorobutyric acid, isocyanate